C([C@@H]1[C@H]([C@@H]([C@@H]([C@@H](O1)O[C@@H]2[C@H](OC([C@H]([C@H]2O)O)O)CO)O)O)O)O The molecule is a glycosylmannose that is D-mannopyranose attached to a beta-D-mannopyranosyl group at position 4 via a glycosidic linkage. It has a role as a plant metabolite.